C(C1=CC=CC=C1)OCC1(CCC1)O ((benzyloxy)methyl)cyclobutan-1-ol